OCC[C@H]1N([C@H]2CCCC[C@@H]2N(C1)C(=O)OC(C)(C)C)C(=O)OC(C)(C)C di-tert-butyl (2R,4aS,8aS)-2-(2-hydroxy ethyl)octahydroquinoxaline-1,4-dicarboxylate